CN1N=C(SCC1=O)N1N=CN=C1C(C)NC(OC(C)(C)C)=O Tert-butyl (1-(1-(4-methyl-5-oxo-5,6-dihydro-4H-1,3,4-thiadiazin-2-yl)-1H-1,2,4-triazol-5-yl)ethyl)carbamate